OC1=CC=C(C=C1)C1=CC=C(C=C1)O 4-(4-hydroxyphenyl)phenol